4-(((1-(2,5-dichlorophenyl)piperidin-4-yl)oxy)methyl)-1H-1,2,3-triazole-5-carboxylic acid 2,2,2-trifluoroacetate FC(C(=O)O)(F)F.ClC1=C(C=C(C=C1)Cl)N1CCC(CC1)OCC=1N=NNC1C(=O)O